ClC1=NC(=C2C=CC=NC2=C1)NC1CC2CCC(C1)N2C(C(F)F)=O 1-((3-exo)-3-((7-chloro-1,6-naphthyridin-5-yl)amino)-8-azabicyclo[3.2.1]octan-8-yl)-2,2-difluoroethan-1-one